C1(CC1)N(CCN1C2=C(C(C3=CC(=CC=C13)F)=O)C1=CC3=C(C(N1C2)=O)COC([C@]3(O)CC)=O)CCC (S)-11-(2-(cyclopropyl(propyl)amino)ethyl)-4-ethyl-8-fluoro-4-hydroxy-1,12-dihydro-14H-pyrano[3',4':6,7]indolizino[2,1-b]quinoline-3,6,14(4H,11H)-trione